CC1=CC(=NN1C=1C=C2C=CN(C2=CC1)CC1=CC=C(C=C1)C1=CC=2OCCN(C2N=C1)C)C(=O)N 5-methyl-1-(1-(4-(4-methyl-3,4-dihydro-2H-pyrido[3,2-b][1,4]oxazin-7-yl)benzyl)-1H-indol-5-yl)-1H-pyrazole-3-carboxamide